N1(CCC1)C(CN1C(NC2=NC=C(C=C21)C2=CC(=CC(=C2)C(F)(F)F)OCCF)=O)=O 1-[2-(azetidin-1-yl)-2-oxo-ethyl]-6-[3-(2-fluoroethoxy)-5-(trifluoromethyl)phenyl]-3H-imidazo[4,5-B]pyridin-2-one